BrC1=C(C=CC=C1N(C1=CC=CC2=CC=CC=C12)C1=CC=C(C=C1)C(C)(C)C)N(C1=CC=CC2=CC=CC=C12)C1=CC=C(C=C1)C(C)(C)C 2-bromo-N1,N3-bis(4-(tert-butyl)phenyl)-N1,N3-di(naphthalen-1-yl)benzene-1,3-diamine